CC/C=C\\C/C=C\\C/C=C\\CC1C(O1)C/C=C\\CCCCCC(=O)O The molecule is a epoxydocosatetraenoic acid obtained by formal epoxidation across the 10,11-double bond of (7Z,10Z,13Z,16Z,19Z)-docosapentaenoic acid. It has a role as a human xenobiotic metabolite. It derives from a (7Z,10Z,13Z,16Z,19Z)-docosapentaenoic acid. It is a conjugate acid of a (7Z,13Z,16Z,19Z)-10,11-epoxydocosatetraenoate.